diindeno(1,2,3,4-defg:1',2',3',4'-mnop)chrysene C1=CC=C2C=3C=4C5=C(C=CC=C5C=5C=6C4C=4C(=CC=CC24)C6C=CC5)C13